N-((3-fluoropyridin-2-yl)methyl)-2-(2-((2-(5-(p-tolyl)-1H-benzo[d]imidazol-2-yl)ethyl)amino)ethyl)oxazole-4-carboxamide FC=1C(=NC=CC1)CNC(=O)C=1N=C(OC1)CCNCCC1=NC2=C(N1)C=CC(=C2)C2=CC=C(C=C2)C